2-(2-methoxyphenyl)pyrimidine-4-carbaldehyde COC1=C(C=CC=C1)C1=NC=CC(=N1)C=O